NCC1CN(C1)CC1CC(N(C1)C1=CC=C(C=C1)S(=O)(=O)N1CCN(CC1)C1=NC(=CC(=C1)C(F)(F)F)Cl)=O 4-[[3-(Aminomethyl)azetidin-1-yl]methyl]-1-[4-[4-[6-chloro-4-(trifluoromethyl)-2-pyridyl]piperazin-1-yl]sulfonylphenyl]pyrrolidin-2-one